C(CCC)OC(C(=C)C)=O.C(C(=C)C)(=O)OCCN(C)C dimethylaminoethyl methacrylate butylmethacrylate